3,3,3-Trifluoropropyl (2S,5R)-7-oxo-6-(sulfooxy)-1,6-diazabicyclo[3.2.1]octane-2-carbimidate O=C1N([C@@H]2CC[C@H](N1C2)C(OCCC(F)(F)F)=N)OS(=O)(=O)O